C(CCC)[Sn](C1=NC=C(C=N1)OCC(F)(F)F)(CCCC)CCCC tributyl-[5-(2,2,2-trifluoroethoxy)pyrimidin-2-yl]stannane